FC=1[C@@]2(C3=CC=CC=C3C1F)CC(CCC2)=O (R)-2',3'-difluorospiro[cyclohexane-1,1'-inden]-3-one